1-Ethyl-4,4-dimethylcyclohex-1-ene C(C)C1=CCC(CC1)(C)C